[Zn].C1(=CC=CC2=CC=CC=C12)C(=O)O α-naphthoic acid zinc